C(C)C1(OC(C(CC1)C(C)C)CC)C 2,6-diethyl-5-isopropyl-2-methyltetrahydropyran